N1=C(C=CC=C1)C(=O)[O-] Picolinat